1-(3-(4-(3,5-difluoro-2-(trifluoromethyl)phenyl)piperidine-1-carbonyl)-1,4,5,7-tetrahydro-6H-pyrazolo[3,4-c]pyridin-6-yl)ethan-1-one FC=1C(=C(C=C(C1)F)C1CCN(CC1)C(=O)C1=NNC=2CN(CCC21)C(C)=O)C(F)(F)F